ClC=1C(=C(C=CC1)N1CC=2N=C(N=C(C2CC1)N1C[C@@H](N(CC1)C(=O)OCC1=CC=CC=C1)CC#N)OC[C@H]1N(CCC1)C)C(F)(F)F Benzyl (S)-4-(7-(3-chloro-2-(trifluoromethyl)phenyl)-2-(((S)-1-methylpyrrolidin-2-yl)methoxy)-5,6,7,8-tetrahydropyrido[3,4-d]pyrimidin-4-yl)-2-(cyanomethyl)piperazine-1-carboxylate